CC(C(=O)N)=O methylglyoxalamide